CC(C(C)C(C(C(C(=O)[O-])(C(C)C(CC)(C)C)C(C)C(CC)(C)C)(O)C(=O)[O-])C(=O)[O-])(CC)C Tri(3,3-dimethyl-2-pentyl)citrat